ClC=1C(=NC=C(C1NC(C1=C(C=C(C(=C1)F)C1=NN(C(=N1)C(C)(C)O)C)O[C@H](C(F)(F)F)C)=O)C)OC (S)-N-(3-chloro-2-methoxy-5-methylpyridin-4-yl)-5-fluoro-4-(5-(2-hydroxypropan-2-yl)-1-methyl-1H-1,2,4-triazol-3-yl)-2-((1,1,1-trifluoropropan-2-yl)oxy)benzamide